(S)-1-(4-(5-(5-(1-hydroxyethyl)-1-methyl-1H-pyrrolo[2,3-b]pyridin-3-yl)pyridin-3-yl)phenyl)pyrrolidin-2-one O[C@@H](C)C=1C=C2C(=NC1)N(C=C2C=2C=C(C=NC2)C2=CC=C(C=C2)N2C(CCC2)=O)C